5-(benzyl)-2-methyl-3-methylene-1-phenylpentan-1-one C(C1=CC=CC=C1)CCC(C(C(=O)C1=CC=CC=C1)C)=C